5-(6-methyl-2-oxo-3,6-dihydro-2H-1,3,4-thiadiazin-5-yl)-2-oxoindoline-7-carbonitrile CC1C(=NNC(S1)=O)C=1C=C2CC(NC2=C(C1)C#N)=O